(4-amino-1,7-dimethyl-1H-pyrazolo[4,3-c]quinolin-8-yl)(2-(3-fluoropyridin-2-yl)-4-methyltetrahydropyridazine-1(2H)-yl)methanone NC1=NC=2C=C(C(=CC2C2=C1C=NN2C)C(=O)N2N(CC(CC2)C)C2=NC=CC=C2F)C